3-chloro-4-[(3,5-difluoropyridin-2-yl)methoxy]-1-{5-[3-(2-hydroxypropan-2-yl)-2-oxopyridin-1-yl]-2-methylphenyl}-6-methylpyridin-2-one ClC=1C(N(C(=CC1OCC1=NC=C(C=C1F)F)C)C1=C(C=CC(=C1)N1C(C(=CC=C1)C(C)(C)O)=O)C)=O